C(C)C1=C(C=CC(=N1)NC=1C=C2C=CNC2=CC1)C N-(6-ethyl-5-methylpyridin-2-yl)-1H-indol-5-amine